3-(4-((3,4-dichlorophenyl)methyl-sulfonamido)phenyl)-5-((6-(trifluoromethyl)pyridin-2-yl)amino)-1H-pyrazole-4-carboxamide ClC=1C=C(C=CC1Cl)CS(=O)(=O)NC1=CC=C(C=C1)C1=NNC(=C1C(=O)N)NC1=NC(=CC=C1)C(F)(F)F